2-hydroxy-3-methylphenylbenzyl ketone OC1=C(C=CC=C1C)C(C1=CC=CC=C1)C(=O)C(C1=CC=CC=C1)C1=C(C(=CC=C1)C)O